O=C(C=CC1=CC=C(C(=O)O)C=C1)C1=CC=C(C=C1)OCCCCC 4-[3-Oxo-3-(4-pentoxyphenyl)prop-1-enyl]benzoic acid